N-(3-(trifluoromethyl)benzyl)-4-((6,7-dimethoxyquinolin-4-yl)oxy)benzamide FC(C=1C=C(CNC(C2=CC=C(C=C2)OC2=CC=NC3=CC(=C(C=C23)OC)OC)=O)C=CC1)(F)F